Lithium(I) 6-bromo-8-(4-(tert-butoxycarbonyl)piperazin-1-yl)imidazo[1,2-a]pyrazine-2-carboxylate BrC=1N=C(C=2N(C1)C=C(N2)C(=O)[O-])N2CCN(CC2)C(=O)OC(C)(C)C.[Li+]